ethyl 3-((S)-1-(isoquinoline-1-carboxamido)-3-methylbutyl)-4,5-dihydroisoxazole-5-carboxylate C1(=NC=CC2=CC=CC=C12)C(=O)N[C@@H](CC(C)C)C1=NOC(C1)C(=O)OCC